CC1(COB(OC1)C=1C=CC(N2C(CCC12)C)=O)C 8-(5,5-dimethyl-1,3,2-dioxaborinan-2-yl)-3-methyl-2,3-dihydroindolizin-5(1H)-one